COC=1C=C(C=CC1N1CCC(CC1)C1=C(C(=NO1)C)NC(=O)O[C@H](C)C1=CC=CC=C1)C1(CC1)C(=O)NS(=O)(=O)CCC(=O)OC methyl 3-[[1-[3-methoxy-4-[4-[3-methyl-4-[[(1R)-1-phenylethoxy]carbonylamino]isoxazol-5-yl]-1-piperidyl]phenyl]cyclopropanecarbonyl] sulfamoyl]propanoate